N[C@@H](CC(=O)OC)C=1C=C(C=NC1)C1=C(C=NC=C1C)C methyl (S)-3-amino-3-(3',5'-dimethyl-[3,4'-bipyridin]-5-yl)propanoate